C(CCCCCCCCC=C)(=O)OCCCC\C=C/CC (Z)-5-Octenyl 10-undecenoate